ClC1=NC2=CC=CC=C2C(=N1)N1[C@H](CCC1)CO (R)-(1-(2-chloroquinazolin-4-yl)pyrrolidin-2-yl)methanol